C(C)(C)C=1SC(=C(N1)C1=CC=CC=C1)OC1=CC(=NC=C1)NC=1C=C(C=CC1)S(=O)(=O)N 3-((4-((2-Isopropyl-4-phenylthiazol-5-yl)oxy)pyridin-2-yl)amino)benzenesulfonamide